C[PH3+] E-Methylphosphonium